C(C)(=O)ON=C(C=CC1=CC=C(C=C1)Cl)C1=CC=CC=C1 3-(4-chlorophenyl)-1-phenylprop-2-en-1-one O-acetyloxime